(1r,4r)-4-(3-bromoanilino)-1'-ethyl-2'-oxo-1',2'-dihydrospiro[cyclohexane-1,3'-indole]-4-carboxylic acid BrC=1C=C(NC2(CCC3(C(N(C4=CC=CC=C34)CC)=O)CC2)C(=O)O)C=CC1